N-[3-[2-(difluoromethoxy)-5-(1H-pyrazol-4-ylsulfonyl)phenyl]-1-methyl-pyrazol-4-yl]pyrazolo[1,5-a]pyrimidine-3-carboxamide FC(OC1=C(C=C(C=C1)S(=O)(=O)C=1C=NNC1)C1=NN(C=C1NC(=O)C=1C=NN2C1N=CC=C2)C)F